1-(4-(7-chlorofuro[3,2-b]pyridin-2-yl)phenyl)ethan-1-one ClC1=C2C(=NC=C1)C=C(O2)C2=CC=C(C=C2)C(C)=O